(R)-2-((S)-2-((tert-Butoxycarbonyl)(methyl)amino)-N,4-dimethylpentanamido)-3-(5-(tert-butyl)-1,2,4-oxadiazol-3-yl)propanoic acid C(C)(C)(C)OC(=O)N([C@H](C(=O)N(C)[C@@H](C(=O)O)CC1=NOC(=N1)C(C)(C)C)CC(C)C)C